NC(C(F)(F)F)C1=CC=C(N=N1)N1C[C@@H](CCC1)N(C(OC(C)(C)C)=O)CC1CCC1 tert-butyl N-[(3R)-1-[6-(1-amino-2,2,2-trifluoro-ethyl)pyridazin-3-yl]-3-piperidyl]-N-(cyclobutylmethyl)carbamate